[N+](=O)([O-])C=1C(=NC=CC1)C1(CCC(CC1)=O)C(=O)OCC ethyl 1-(3-nitropyridin-2-yl)-4-oxocyclohexanecarboxylate